NC(C(=O)NCCCCCCCCCCCCCCCCCC)CCSC 2-amino-4-(methylthio)-N-octadecylbutanamide